CN1N=CC2=C(C=CC=C12)C(C)N [1-(1-methyl-1H-indazol-4-yl)ethyl]amine